NCC(CN1N=CN(C1=O)CC=1SC(=CC1F)C1=CC2=C(OCO2)C=C1)=C(F)F 2-[2-(aminomethyl)-3,3-difluoro-allyl]-4-[[5-(1,3-benzodioxol-5-yl)-3-fluoro-2-thienyl]methyl]-1,2,4-triazol-3-one